CC=1C(NN=CC1C1=NNC=N1)=O 4-methyl-5-(1H-1,2,4-triazol-3-yl)-2H-pyridazin-3-one